(S)-1-benzyl-3-(difluoromethyl)-3-ethylpiperazine C(C1=CC=CC=C1)N1C[C@@](NCC1)(CC)C(F)F